4-(2,3-Difluoro-6-methoxyphenyl)-6-methyl-N-(5-(2,2,2-trifluoroethoxy)-1,3,4-thiadiazol-2-yl)nicotinamide tert-butyl-(R)-3-((2-(trifluoromethoxy)ethyl)amino)pyrrolidine-1-carboxylate C(C)(C)(C)OC(=O)N1C[C@@H](CC1)NCCOC(F)(F)F.FC1=C(C(=CC=C1F)OC)C1=CC(=NC=C1C(=O)NC=1SC(=NN1)OCC(F)(F)F)C